4-((7-((R)-3-Cyclohexyl-2-methylpropanoyl)-10-hydroxy-7-azaspiro[4.5]decan-10-yl)methyl)-2H-pyrido[3,2-b][1,4]oxazin-3(4H)-one C1(CCCCC1)C[C@H](C(=O)N1CC2(CCCC2)C(CC1)(O)CN1C2=C(OCC1=O)C=CC=N2)C